tris(2-methoxyphenyl)silanol COC1=C(C=CC=C1)[Si](O)(C1=C(C=CC=C1)OC)C1=C(C=CC=C1)OC